NCC(CN1CCC(CC1)C1=CC=C(C=C1)NC1=NC(=CN=C1C(N)=O)N1CCCCC1)C1CC2(CN(C2)C(=O)OC(C)(C)C)C1 Tert-butyl 6-(1-amino-3-(4-(4-((3-carbamoyl-6-(piperidin-1-yl)pyrazin-2-yl)amino)phenyl) piperidin-1-yl)propan-2-yl)-2-azaspiro[3.3]heptane-2-carboxylate